BrC=1C2=C(C(=NC1Cl)Cl)C=NN2 7-bromo-4,6-dichloro-1H-pyrazolo[4,3-c]pyridine